COC1=CC=C(C=C1)/C=C/C(=O)NC=1C=CC2=C(N=C(O2)C=2C=NC=CC2)C1 (2E)-3-(4-Methoxyphenyl)-N-[2-(pyridin-3-yl)-1,3-benzoxazol-5-yl]prop-2-enamide